(E)-N-(4-(1-(6-(4-(7-((2-(2,6-dioxopiperidin-3-yl)-1-oxoisoindoline-5-yl)thio)heptyl)piperazin-1-yl)nicotinoyl)piperidin-4-yl)butyl)-3-(pyridin-3-yl)acrylamide O=C1NC(CCC1N1C(C2=CC=C(C=C2C1)SCCCCCCCN1CCN(CC1)C1=NC=C(C(=O)N2CCC(CC2)CCCCNC(\C=C\C=2C=NC=CC2)=O)C=C1)=O)=O